Cl.O1CCN(CC1)C1=CC=C(C=C1)N1N=CC(=C1)C1=NC=NC=C1OCC1CCC(CC1)N (1s,4s)-4-(((4-(1-(4-morpholinophenyl)-1H-pyrazol-4-yl)pyrimidin-5-yl)oxy)methyl)cyclohexane-1-amine hydrochloride